BrC=1C=C2N(C(C=3N(C2=CC1Cl)C(=CN3)C)=O)C=3C(=NC=CC3)C 7-Bromo-8-chloro-1-methyl-5-(2-methylpyridin-3-yl)imidazo[1,2-a]Quinoxaline-4(5H)-on